N,N-dimethyloctadecylammonium C[NH+](C)CCCCCCCCCCCCCCCCCC